(S)-6-(4-(methoxycarbonyl)phenyl)-4-(1-isopropyl-1H-pyrazol-4-yl)-3,6-dihydropyridine-1(2H)-Carboxylic acid benzyl ester C(C1=CC=CC=C1)OC(=O)N1CCC(=C[C@H]1C1=CC=C(C=C1)C(=O)OC)C=1C=NN(C1)C(C)C